C(CCCC)OC1=CC=C(C=C1)C#CC1=C(C=C(C(=C1)F)C#CC)F 1-(4-n-pentoxyphenyl)ethynyl-2,5-difluoro-4-(1-propynyl)benzene